i-butyl 4-[2-(2,6-dioxo-3-piperidyl)-1-methyl-3-oxo-indazol-6-yl]-4-hydroxy-piperidine-1-carboxylate O=C1NC(CCC1N1N(C2=CC(=CC=C2C1=O)C1(CCN(CC1)C(=O)OCC(C)C)O)C)=O